2-(4-(2-(5-((3,5-difluorophenyl)sulphonamido)-1H-indazol-3-yl)vinyl)-1H-pyrazol-1-yl)-N-methylacetamide FC=1C=C(C=C(C1)F)S(=O)(=O)NC=1C=C2C(=NNC2=CC1)C=CC=1C=NN(C1)CC(=O)NC